OC(CC(CCC)(N)N)C (2-hydroxypropyl)butanediamine